7-(5-fluoro-2-methyl-4-(1H-1,2,4-triazol-3-yl)phenyl)-1-(trans-4-methoxycyclohexyl)-3,4-dihydropyrazino[2,3-b]pyrazin-2(1H)-one FC=1C(=CC(=C(C1)C1=CN=C2C(=N1)N(C(CN2)=O)[C@@H]2CC[C@H](CC2)OC)C)C2=NNC=N2